(9-(4-amino-5-(pyrimidin-2-yl)-7-((2-(trimethylsilyl)ethoxy)methyl)-7H-pyrrolo[2,3-d]pyrimidin-6-yl)-3-azaspiro[5.5]undec-8-en-3-yl)prop-2-en-1-one NC=1C2=C(N=CN1)N(C(=C2C2=NC=CC=N2)C2=CCC1(CCN(CC1)C(C=C)=O)CC2)COCC[Si](C)(C)C